N-Octylpyridinium hexafluorophosphate F[P-](F)(F)(F)(F)F.C(CCCCCCC)[N+]1=CC=CC=C1